O=C(CCC(=O)OCC1(C(C1)C(C)CC=C(C)C)C)C (1-methyl-2-(5-methylhex-4-en-2-yl)cyclopropyl)methyl 4-oxopentanoate